tert-Butyl 4-[4-[3-cyano-5-[1-[5-(trifluoromethyl)isoxazol-3-yl]ethoxy]imidazo[1,2-a]pyridin-7-yl]-5-methyl-triazol-1-yl]piperidine-1-carboxylate C(#N)C1=CN=C2N1C(=CC(=C2)C=2N=NN(C2C)C2CCN(CC2)C(=O)OC(C)(C)C)OC(C)C2=NOC(=C2)C(F)(F)F